2-[3,5-dichloro-2-(hydroxymethyl)-4-pyridyl]-1-[(1S)-5-[(1R)-2-fluoro-1-hydroxy-1-methyl-ethyl]-1-methyl-3,4-dihydro-1H-isoquinolin-2-yl]ethanone ClC=1C(=NC=C(C1CC(=O)N1[C@H](C2=CC=CC(=C2CC1)[C@@](CF)(C)O)C)Cl)CO